cis-3-hydroxymethyl-2,2-dimethylcyclopropylcarboxylic acid OC[C@H]1C([C@H]1C(=O)O)(C)C